2-(4-BROMO-2-IODO-5-METHOXY-PHENYL)-5-(DIFLUOROMETHYL)THIAZOLE BrC1=CC(=C(C=C1OC)C=1SC(=CN1)C(F)F)I